2-(2,4-diamino-7H-pyrrolo[2,3-d]pyrimidin-7-yl)acetic acid NC=1N=C(C2=C(N1)N(C=C2)CC(=O)O)N